3-{[(4-cyanophenyl)carbamoyl]amino}-3-(3-nitrophenyl)propionic acid C(#N)C1=CC=C(C=C1)NC(=O)NC(CC(=O)O)C1=CC(=CC=C1)[N+](=O)[O-]